2-(9-anthryl)benzothiazole C1=CC=CC2=CC3=CC=CC=C3C(=C12)C=1SC2=C(N1)C=CC=C2